C1(=CC=CC=C1)CCCN1C2=C(C3=CC=CC=C13)C=CN1C2=CN=N1 11-(3-phenylpropyl)-11H-[1,2,3]Triazolo[1',5':1,2]Pyrido[3,4-b]Indole